[Cl-].[Cl-].C[SiH](C)[Hf+2](C1CCC2CC=CC=C12)C1CCC2CC=CC=C12 dimethylsilylbis-(tetrahydroindenyl)hafnium dichloride